FC=1C=C2C(=NC1)SC(=N2)N2C[C@H](N[C@H](C2)C)C (3R,5S)-1-{6-fluoro-[1,3]thiazolo[5,4-b]pyridin-2-yl}-3,5-dimethylpiperazine